FC=1C=C2C(=CN(C2=CC1C1=NC=C(C=C1)F)CC(C)(C)C)C(C)NS(=O)(=O)C1CC1 N-(1-(5-fluoro-6-(5-fluoropyridin-2-yl)-1-neopentyl-1H-indol-3-yl)ethyl)cyclopropanesulfonamide